ClC1=CC2=C(N(C(N=C2N2[C@H](CN(CC2)C(C=C)=O)C)=O)C2=C(C=CC=C2CC)CC)N=C1C1=C(C=CC=C1)F 6-chloro-1-(2,6-diethylphenyl)-7-(2-fluorophenyl)-4-((2S)-2-methyl-4-(2-propenoyl)-1-piperazinyl)pyrido[2,3-d]pyrimidin-2(1H)-one